C(#N)OC1=CC=C(C=C1)C(C)C1=CC=C(C=C1)OC#N 1,1-bis(4-cyanooxyphenyl)ethane